5-Bromo-N3-methyl-N3-[(1R)-1-phenylethyl]pyridine-2,3-diamine BrC=1C=C(C(=NC1)N)N([C@H](C)C1=CC=CC=C1)C